C1(=C2N(C=N1)CCC2)C(C(=O)OCC)N2C(C1=C(C=C(C=C1C=C2)C2=CC=C(C=C2)C2CCN(CC2)C)F)=O Ethyl 2-(6,7-dihydro-5H-pyrrolo[1,2-c]imidazol-1-yl)-2-(8-fluoro-6-(4-(1-methylpiperidin-4-yl)phenyl)-1-oxoisoquinolin-2(1H)-yl)acetate